(R)-8-(benzyloxy)-5-[2-[(5,6-diethyl-2,3-dihydro-1H-inden-2-yl)amino]-1-hydroxyethyl]quinolin-2(1H)-one fumarate C(\C=C\C(=O)O)(=O)O.C(C1=CC=CC=C1)OC=1C=CC(=C2C=CC(NC12)=O)[C@H](CNC1CC2=CC(=C(C=C2C1)CC)CC)O